Disiloxetane [SiH2]1[SiH2]OC1